CC1=CC=C(CN2C(N(C3=C2C=CC=C3)C(CNS(=O)(=O)C3=CC=CC=C3)CC3=CC=C(C=C3)C)=NC(OC(C)(C)C)=O)C=C1 tert-butyl (1-(4-methylbenzyl)-3-(1-(phenylsulfonamido)-3-(p-tolyl)propan-2-yl)-1,3-dihydro-2H-benzo[d]imidazol-2-ylidene)carbamate